methyl-bisoctadecyl-phosphonium tetra(pentafluorophenyl)borate FC1=C(C(=C(C(=C1[B-](C1=C(C(=C(C(=C1F)F)F)F)F)(C1=C(C(=C(C(=C1F)F)F)F)F)C1=C(C(=C(C(=C1F)F)F)F)F)F)F)F)F.C[PH+](CCCCCCCCCCCCCCCCCC)CCCCCCCCCCCCCCCCCC